C(CCC)NC(=O)N=NC(=O)NCCCC di-butylazodicarboxamide